(R)-4-(2-oxooxazolidin-3-yl)-3-(4-chlorophenyl)-N-((R)-1-(2-methylpyrimidin-5-yl)ethyl)-4,5-dihydro-1H-pyrazole-1-carboxamide O=C1OCCN1[C@H]1C(=NN(C1)C(=O)N[C@H](C)C=1C=NC(=NC1)C)C1=CC=C(C=C1)Cl